2-(1H-pyrrolo[2,3-b]pyridin-4-yl)propan-2-amine N1C=CC=2C1=NC=CC2C(C)(C)N